water iridium ruthenium [Ru].[Ir].O